[C@@H]12C([C@@H]3CC[C@@H](C[C@@H]31)C2)=O (1S,3R,6S,8S)-tricyclo[4.2.1.03,8]nonan-2-one